6-bromo-5-methyl-2-[1-methyl-5-(trifluoromethylthio)benzimidazol-2-yl]pyridine-3-carboxylic acid BrC1=C(C=C(C(=N1)C1=NC2=C(N1C)C=CC(=C2)SC(F)(F)F)C(=O)O)C